methyl 5-bromo-1-(4-(trifluoromethyl)benzyl)-1H-indole-7-carboxylate BrC=1C=C2C=CN(C2=C(C1)C(=O)OC)CC1=CC=C(C=C1)C(F)(F)F